S1CC(CC1)NC(C)=O N-tetrahydrothiophen-3-yl-acetamide